(17beta)-17-hydroxyandrost-4-en-3-one O[C@@H]1[C@]2(C)[C@@H](CC1)[C@@H]1CCC3=CC(CC[C@]3(C)[C@H]1CC2)=O